(R)-2-(2-((3'-(1-aminoethyl)-5-(3-oxa-9-azaspiro[5.5]undecan-9-yl)-[1,1'-biphenyl]-3-yl)methoxy)phenyl)acetic acid N[C@H](C)C=1C=C(C=CC1)C1=CC(=CC(=C1)N1CCC2(CCOCC2)CC1)COC1=C(C=CC=C1)CC(=O)O